benzo[c]thiophen-1(3H)-one C1(SCC2=C1C=CC=C2)=O